C1=CC(=CC2=CC=CC=C12)C(=O)[O-] 3-naphthate